1-vinyl-3-propylimidazole bromide [Br-].C(=C)N1CN(C=C1)CCC